6-[(4-chloro-1H-indol-6-yl)amino]-4-[(3-chloro-4-fluorophenyl)amino]pyridine-2-carbonitrile ClC1=C2C=CNC2=CC(=C1)NC1=CC(=CC(=N1)C#N)NC1=CC(=C(C=C1)F)Cl